C1(CCC1)CN1N=NC=C1C(=O)N[C@H](C1=NC2=C(N1)C=C(C=C2)[C@@H](C)NC(CCC(F)(F)F)=O)C2CCC(CC2)(F)F 1-(Cyclobutylmethyl)-N-((S)-(4,4-difluorocyclohexyl)(6-((R)-1-(4,4,4-trifluorobutanamido)ethyl)-1H-benzo[d]imidazol-2-yl)methyl)-1H-1,2,3-triazole-5-carboxamide